OC1CN(CCC1)CC(=O)NC(C(=O)NC1=CC=C(C=C1)[Si](C)(C)C)C1=CC=C(C=C1)OC 2-(((3-hydroxypiperidin-1-yl)acetyl)amino)-2-(4-methoxyphenyl)-N-(4-(trimethylsilyl)phenyl)acetamide